3-formyl-2-pyridinamine C(=O)C=1C(=NC=CC1)N